CC(C)(C)C1=CC2=C(C=C1)OC(=N2)C3=CC=C(S3)C4=NC5=C(O4)C=CC(=C5)C(C)(C)C 2,5-thiophenediylbis(5-tert-butyl-1,3-benzoxazole)